NC1=NC=C(C2=C1C(=CN2C)C2=CC(=C(C(=O)NC1C(C1)(F)F)C=C2)OC)Br 4-(4-amino-7-bromo-1-methylpyrrolo[3,2-c]pyridin-3-yl)-N-(2,2-difluorocyclopropyl)-2-methoxybenzamide